BrC1=CC(=C(C=C1)B(O)O)Cl (4-Bromo-2-chlorophenyl)boronic acid